4-{3-[N-(tert-butyldimethylsilyl)methanesulfonoimidamido]phenoxy}-N-cyclopropyl-2-[(2-fluoro-4-iodophenyl)amino]-1,5-dimethyl-6-oxopyridine-3-carboxamide [Si](C)(C)(C(C)(C)C)N(S(=O)(=N)C)C=1C=C(OC=2C(=C(N(C(C2C)=O)C)NC2=C(C=C(C=C2)I)F)C(=O)NC2CC2)C=CC1